N-[2-(azetidin-3-yl)-5-(furan-2-yl)-[1,2,4]triazolo[1,5-c]pyrimidin-7-yl]cyclopropanecarboxamide N1CC(C1)C1=NN2C(=NC(=CC2=N1)NC(=O)C1CC1)C=1OC=CC1